[C@H]12CN(C[C@H](CC1)N2)C2=NC(=NC1=C(C(=CC=C21)C2=CC(=CC1=CC=C(C(=C21)C#C)F)O)F)OC[C@H]2N(CCC2)C 4-(4-((1R,5S)-3,8-diazabicyclo[3.2.1]oct-3-yl)-8-fluoro-2-(((S)-1-methylpyrrolidin-2-yl)methoxy)quinazolin-7-yl)-5-ethynyl-6-fluoronaphthalene-2-ol